16-bromo-5,12,12,26-tetramethyl-7-oxa-4,5,13,20,22,26-hexaazapentacyclo[22.3.1.0^{2,6}.0^{13,21}.0^{14,19}]octacosa-1(28),2(6),3,14,16,18,20,24-octaene-23,27-dione BrC=1C=C2N3C(CCCCOC=4N(N=CC4C=4C(N(C=C(C(NC3=NC2=CC1)=O)C4)C)=O)C)(C)C